C(C)(C)(C)NC(=O)N1CC2(C[C@H](N3N=C(C=C32)C=3C=NC2=CC=CC=C2C3)C)C1 |r| (rac)-N-tert-butyl-6'-methyl-2'-(quinolin-3-yl)-5',6'-dihydrospiro[azetidine-3,4'-pyrrolo[1,2-b]pyrazole]-1-carboxamide